(Z)-13-(heptadec-8-en-1-yl)-3-(2-hydroxyethyl)-11,11,28-trimethyl-10,12,14-trioxa-3-aza-11-silatriacontan-1-ol C(CCCCCC\C=C/CCCCCCCC)C(O[Si](OCCCCCCN(CCO)CCO)(C)C)OCCCCCCCCCCCCCC(CC)C